3-n-Butyl-4-hydroxy-5-methyl-1-isopropyl-pyrazol C(CCC)C1=NN(C(=C1O)C)C(C)C